CN1C2=C(C=3C=CC=CC13)CN(CC2)CCCCOC=2C=CC1=C(N=CS1)C2 5-(4-(5-methyl-1,3,4,5-tetrahydro-2H-pyrido[4,3-b]indol-2-yl)butoxy)benzo[d]thiazole